amino(2-methylphenyl)acetic acid NC(C(=O)O)C1=C(C=CC=C1)C